2-[3-[(Trans)-2-[5-(diethylaminomethyl)-2-pyridinyl]vinyl]-1-tetrahydropyran-2-yl-indazol-6-yl]sulfanyl-3-fluoro-N-methyl-benzamide C(C)N(CC)CC=1C=CC(=NC1)/C=C/C1=NN(C2=CC(=CC=C12)SC1=C(C(=O)NC)C=CC=C1F)C1OCCCC1